5-[(4R,10bS)-8-[trans-3-amino-4-methoxy-pyrrolidin-1-yl]-4-methyl-3,4,6,10b-tetrahydro-1H-pyrazino[2,1-a]isoindol-2-yl]quinoline-8-carbonitrile N[C@@H]1CN(C[C@H]1OC)C=1C=C2CN3[C@@H](C2=CC1)CN(C[C@H]3C)C3=C1C=CC=NC1=C(C=C3)C#N